N-(4-(chlorodifluoromethoxy)phenyl)-2-(3-hydroxyazetidine-1-carbonyl)-1-isopropyl-7-(pyrimidin-5-yl)indoline-5-carboxamide ClC(OC1=CC=C(C=C1)NC(=O)C=1C=C2CC(N(C2=C(C1)C=1C=NC=NC1)C(C)C)C(=O)N1CC(C1)O)(F)F